ClC=1C(=C(CN2N=C(N=N2)C2=CC=CC(=N2)[C@@](CS(=O)(=O)N)(C)O)C(=CC1)F)F (R)-2-(6-(2-(3-chloro-2,6-difluorobenzyl)-2H-tetrazol-5-yl)pyridin-2-yl)-2-hydroxypropane-1-sulfonamide